FC(C(=O)O)(C=1C=NC(=CC1)OC)F 2,2-difluoro-2-(6-methoxypyridin-3-yl)acetic acid